CC1=CC(=NC(=C1)N1CC2(CCC2)CC1)C(=O)NC1=CC=C(C(=O)O)C=C1 4-(4-methyl-6-(6-azaspiro[3.4]oct-6-yl)pyridinamido)benzoic acid